C(C)(C)(C)OC(=O)N1C[C@@H](CC1)NC1=C2C=CC=NC2=CC(=C1)OC (R)-3-((7-Methoxyquinolin-5-yl)amino)pyrrolidine-1-carboxylic acid tert-butyl ester